2-(7,8-dichloro-1-methyl-2-oxo-1,2,3,4,5,6-hexahydroazepino[4,5-b]indol-10-yl)acetonitrile ClC1=C(C=C(C=2C3=C(NC12)CCNC(C3C)=O)CC#N)Cl